tert-butyl (1s,4s)-5-(piperidin-4-ylmethyl)-2,5-diazabicyclo[2.2.1]heptane-2-carboxylate N1CCC(CC1)CN1[C@@H]2CN([C@H](C1)C2)C(=O)OC(C)(C)C